methyl 6-(((tert-butoxycarbonyl) amino) methyl)-5-methylpyridazine-3-carboxylate C(C)(C)(C)OC(=O)NCC1=C(C=C(N=N1)C(=O)OC)C